BrC1=C(C=C2C(=NC=NC2=C1)C(C)(F)F)F 7-bromo-4-(1,1-difluoroethyl)-6-fluoroquinazolin